tert-butyl 9-(2-oxoethyl)-3-azaspiro[5.5]undecane-3-carboxylate O=CCC1CCC2(CCN(CC2)C(=O)OC(C)(C)C)CC1